ClC=1C=C(C=CC1)C1=NC(=NS1)C1=NN(C(C=C1)=O)CC(=O)NCC 2-(3-(5-(3-chlorophenyl)-1,2,4-thiadiazol-3-yl)-6-oxo-pyridazin-1(6H)-yl)-N-ethyl-acetamide